OC(CC(=O)N1CCN(CC1)C(=O)OC(C)(C)C)(C)C tert-butyl 4-(3-hydroxy-3-methylbutanoyl)piperazin-1-carboxylate